C(C)(C)(C)OC(=O)N1CC(C(CC1)CNC(=O)C1=NOC(=N1)C1(CC1)C)C 3-methyl-4-((5-(1-methylcyclopropyl)-1,2,4-oxadiazole-3-carboxamido)methyl)piperidine-1-carboxylic acid tert-butyl ester